2-(4,4-dimethyl-1-piperidyl)-8-[(1R)-1-[2-(1-hydroxy-5-methyl-2,3,1-benzoxazaborinin-6-yl)anilino]ethyl]-3,6-dimethyl-chromen-4-one CC1(CCN(CC1)C=1OC2=C(C=C(C=C2C(C1C)=O)C)[C@@H](C)NC1=C(C=CC=C1)C=1C=CC2=C(C=NOB2O)C1C)C